(1R,2S)-1-hydroxypropane-1,2,3-tricarboxylic acid O[C@H]([C@H](CC(=O)O)C(=O)O)C(=O)O